4'-(3,5-difluorophenyl)-2,2':6',2''-terpyridine platinum (II) [Pt+2].FC=1C=C(C=C(C1)F)C1=CC(=NC(=C1)C1=NC=CC=C1)C1=NC=CC=C1